4-{4-[4-(2-Methoxyphenyl)-1,3-thiazol-2-yl]piperidin-1-yl}-1-methyl-2-oxo-1,2-dihydroquinoline-3-carboxamide COC1=C(C=CC=C1)C=1N=C(SC1)C1CCN(CC1)C1=C(C(N(C2=CC=CC=C12)C)=O)C(=O)N